C1(C2=CC=C(C(=O)O1)C=C2)=O terephthalic acid (anhydride)